C(C)(C)(C)OC(=O)N1CC(CC1)C=1N=C(N2C1C=NC(=C2)Cl)[C@@H](C)CCO[Si](C)(C)C(C)(C)C 3-(3-((S)-4-((tert-butyldimethylsilyl)oxy)butan-2-yl)-6-chloroimidazo[1,5-a]pyrazin-1-yl)pyrrolidine-1-carboxylic acid tert-butyl ester